CC(C)N1C2C3=CC=4OCOC4C=C3C1CC2 14-(prop-2-yl)-5,7-dioxa-14-azatetracyclo[9.2.1.02,10.04,8]Tetradeca-2,4(8),9-triene